water palladium carbon [C].[Pd].O